CN1N=CC=2C=3C(N(C=C(C(NC4=NC5=CC=C6CN(CCC6=C5N4C[C@@H](CCCOC12)C)C)=O)C3)C)=O (11R)-5,11,18,30-tetramethyl-7-oxa-4,5,13,18,24,26,30-heptaazahexacyclo[26.3.1.0^{2,6}.0^{13,25}.0^{14,23}.0^{15,20}]dotriaconta-1(32),2(6),3,14,20,22,24,28-octaene-27,31-dione